C12(CC3CC(CC(C1)C3)C2)P(C=2[C-](C=CC2)[C@@H](C)P(C2=CC=CC=C2)C2=CC=CC=C2)C23CC1CC(CC(C2)C1)C3.[CH-]3C=CC=C3.[Fe+2] (R)-1-[(S)-2-(bis(adamantyl)phosphino)ferrocenyl]ethyl-diphenylphosphine